DIETHYLAMINE C(C)NCC